Methyl 5-((tert-Butyloxycarbonyl)amino)-2,4-dichlorobenzoate C(C)(C)(C)OC(=O)NC=1C(=CC(=C(C(=O)OC)C1)Cl)Cl